2-(1H-Benzimidazol-2-ylsulfanyl)-N-[4-[(E)-3-(4-hydroxy-3-methoxyphenyl)prop-2-enoyl]phenyl]acetamide N1C(=NC2=C1C=CC=C2)SCC(=O)NC2=CC=C(C=C2)C(\C=C\C2=CC(=C(C=C2)O)OC)=O